COC=1C(=CC2=CN(N=C2C1)[C@H]1[C@@H](CC(CC1)NC(CC)=O)C)C(=O)O 6-Methoxy-2-((1R,2R)-2-methyl-4-(N-methylacetylamino)cyclohexyl)-2H-indazole-5-carboxylic acid